2-fluoro-N-(6-(2-(hydroxymethyl)-3-methylphenyl)imidazo[1,2-a]pyridin-2-yl)cyclopropane-1-carboxamide FC1C(C1)C(=O)NC=1N=C2N(C=C(C=C2)C2=C(C(=CC=C2)C)CO)C1